4,6-dimethyl-2-oxopyridine-3-carboxamide CC1=C(C(NC(=C1)C)=O)C(=O)N